N-((5-(4-hydroxyphenyl)-1,3,4-thiadiazol-2-yl)methyl)-1-methyl-1H-1,2,3-triazole-4-carboxamide OC1=CC=C(C=C1)C1=NN=C(S1)CNC(=O)C=1N=NN(C1)C